C(#N)C1(CC1)NC(=O)[C@H]1N(C[C@@H](C1)S(=O)(=O)C1=C(C=C(C=C1)C1=CC(=NN1C)C(F)(F)F)C)C(=O)C1(CC1)C(F)(F)F (2S,4R)-N-(1-cyanocyclopropyl)-4-(2-methyl-4-(1-methyl-3-(trifluoromethyl)-1H-pyrazol-5-yl)phenylsulfonyl)-1-(1-(trifluoromethyl)cyclopropanecarbonyl)pyrrolidine-2-carboxamide